3,3-dibromo-2-octanone BrC(C(C)=O)(CCCCC)Br